(3R,4R)-3-methyl-4-(p-toluenesulfonyloxy)piperidine-1-carboxylic acid tert-butyl ester C(C)(C)(C)OC(=O)N1C[C@H]([C@@H](CC1)OS(=O)(=O)C1=CC=C(C)C=C1)C